N'-acetyl-4-amino-1-methyl-N'-(pyrimidin-2-yl)-N-((5-(trifluoromethyl)pyridin-2-yl)methyl)-1H-pyrazolo[4,3-c]quinoline-8-carbohydrazide C(C)(=O)N(N(C(=O)C1=CC=2C3=C(C(=NC2C=C1)N)C=NN3C)CC3=NC=C(C=C3)C(F)(F)F)C3=NC=CC=N3